C(CCC)(=O)OCOC1=NC2=CC(=CC=C2C=C1)OCCCCN1CCN(CC1)C1=CC=CC=2SC=CC21 (7-(4-(4-(benzo[b]thiophen-4-yl)piperazin-1-yl)butoxy)quinolin-2-yloxy)methyl butyrate